1,5-di-tert-butyl 7-{[(2R)-4-(tert-butoxycarbonyl)morpholin-2-yl]methyl}-4-oxo-2-(pyridin-4-yl)-6H,7H-pyrrolo[3,2-c]pyridine-1,5-dicarboxylate C(C)(C)(C)OC(=O)N1C[C@H](OCC1)CC1C2=C(C(N(C1)C(=O)OC(C)(C)C)=O)C=C(N2C(=O)OC(C)(C)C)C2=CC=NC=C2